FC(C1=C(C=C(C(=C1)C(C)=O)Br)C1=C(C=C(C(=C1)Br)C(C)=O)C(F)(F)F)(F)F 2,2'-bis(trifluoromethyl)-5,5'-dibromo-4,4'-diacetylbiphenyl